The molecule is an organophosphate oxoanion that is the conjugate base of CDP-N,N-dimethylethanolamine, obtained by deprotonation of the diphosphate OH groups and protonation of the tertiary amino group; major species at pH 7.3. It is a conjugate base of a CDP-N,N-dimethylethanolamine. C[NH+](C)CCOP(=O)([O-])OP(=O)([O-])OC[C@@H]1[C@H]([C@H]([C@@H](O1)N2C=CC(=NC2=O)N)O)O